(S)-N-(4-fluoro-5-((3-((6-methoxypyrimidin-4-yl)oxy)piperidin-1-yl)methyl)thiazol-2-yl)acetamide FC=1N=C(SC1CN1C[C@H](CCC1)OC1=NC=NC(=C1)OC)NC(C)=O